FC1(CCC(CC1)N1CCC(CC1)C=1C=C2C(=C(NC2=CC1)C=1C(=C(C=2N(C1)C=NN2)C)C)C(C)C)F 6-(5-(1-(4,4-difluorocyclohexyl)piperidin-4-yl)-3-isopropyl-1H-indol-2-yl)-7,8-dimethyl-[1,2,4]triazolo[4,3-a]pyridine